C(C1=CC=CC=C1)OC(NC[C@@H]1OC[C@@H](CC1)N)=O.C(CCCCCCCCCCCCCCCCC)OC(CCCCCCCCCCCCCCCCCCCCCCCCCCCCC)=O.C1(CCCCCCCCC1)C(=O)O.C1(CCCCCCCCC1)C(=O)O.C1(CCCCCCCCC1)C(=O)O tricyclodecanoic acid stearyl-triacontanoate benzyl-N-{[(2R,5R)-5-aminooxan-2-yl]methyl}carbamate